tert-butyl (R)-2-[[[6-bromo-3-[N'-[4-[1,1-dimethylethyl(dimethyl)silyl]oxy-2-ethyl-5-fluoro-phenyl]carbamimidoyl]pyrrolo[1,2-b]pyridazin-4-yl]amino]methyl]pyrrolidine-1-carboxylate BrC=1C=C2N(N=CC(=C2NC[C@@H]2N(CCC2)C(=O)OC(C)(C)C)C(N)=NC2=C(C=C(C(=C2)F)O[Si](C)(C)C(C)(C)C)CC)C1